CCC(CCC)C1=NC=CC2=CC=CC=C12 1-(3-n-hexanyl)isoquinoline